C1(C=2C(C(N1CCCCCC(=O)OO)=O)=CC=CC2)=O epsilon-phthalimido-Peroxyhexanoic Acid